1-(4-(1,4-dimethyl-1H-pyrazol-5-yl)-5-fluoropyrimidin-2-yl)-N-(methyl-d3)-N-((4-methylthiazol-2-yl)methyl)piperidine-4-carboxamide CN1N=CC(=C1C1=NC(=NC=C1F)N1CCC(CC1)C(=O)N(CC=1SC=C(N1)C)C([2H])([2H])[2H])C